ClC1=C(C(=O)NCC2=NOC(C2)(C(=O)N[C@@H](CC(C)C)B(O)O)CC(C)C)C=C(C=C1)Cl ((1R)-1-(3-((2,5-dichlorobenzamido)methyl)-5-isobutyl-4,5-dihydroisoxazole-5-carboxamido)-3-Methylbutyl)boronic acid